O=C1NCCN2[C@H]1CN(CC2)C(=O)OC(C)(C)C tert-butyl (S)-9-oxooctahydro-2H-pyrazino[1,2-a]pyrazine-2-carboxylate